C1(CCCCC1)[C@@H](C(=O)N1CCN(CC1)C(=O)C=1N(C2=CC=C(C=C2C1C=O)F)C)NC([C@H](C)N(C(OC(C)(C)C)=O)C)=O tert-butyl ((S)-1-(((S)-1-cyclohexyl-2-(4-(5-fluoro-3-formyl-1-methyl-1H-indole-2-carbonyl)piperazin-1-yl)-2-oxoethyl)amino)-1-oxopropan-2-yl)(methyl)carbamate